NC=1C=2N(C=CN1)C(=NC2C2=CC=C(C(=O)NC1=NOC=C1)C=C2)[C@H]2N(CCCC2)C(\C=C\COC)=O (S,E)-4-(8-amino-3-(1-(4-methoxybut-2-enoyl)piperidin-2-yl)imidazo[1,5-a]pyrazin-1-yl)-N-(isoxazol-3-yl)benzamide